3-Isopropylsalicylat C(C)(C)C1=C(C(C(=O)[O-])=CC=C1)O